C(C=C)(=O)OCC(COC(C=C)=O)(C)COC(C=C)=O 2-((Acryloyloxy)methyl)-2-methylpropane-1,3-diyl diacrylate